FC=1C=C2C(=NC1)NC=C2N2N=C(C=CC2=O)N[C@@H](CC(=O)O)C(C)C (S)-3-((1-(5-fluoro-1H-pyrrolo[2,3-b]pyridin-3-yl)-6-oxo-1,6-dihydropyridazin-3-yl)amino)-4-methylpentanoic acid